C(C)OC(=O)C(CC)CCCCC(CC)C(=O)OC(C)(C)C decane-3,8-dicarboxylic acid 8-tert-butyl 3-ethyl ester